4-(3-(bicyclo[1.1.1]pentan-1-yl)-1-((3,3-difluoro-1-methylcyclobutyl)methyl)-4-(trifluoromethyl)-1H-pyrazole-5-carboxamido)-2-(S-methylsulfonimidoyl)pyridine 1-oxide C12(CC(C1)C2)C2=NN(C(=C2C(F)(F)F)C(=O)NC2=CC(=[N+](C=C2)[O-])S(=O)(=N)C)CC2(CC(C2)(F)F)C